N-benzyl-N-ethyl-2,4-dihydroxy-5-isopropylbenzamide C(C1=CC=CC=C1)N(C(C1=C(C=C(C(=C1)C(C)C)O)O)=O)CC